Cl.NCC1=NC=C(C=N1)C1=CC=C(C(=N1)OC)NC(=O)C=1C(=NOC1NCCCCl)C1=CC=C(C=C1)F [6-[2-(aminomethyl)pyrimidin-5-yl]-2-methoxy-3-pyridinyl]-5-(3-chloropropylamino)-3-(4-fluorophenyl)isoxazole-4-carboxamide hydrochloride